CC(C#C)(C(C)(C)C)O 3,4,4-trimethyl-1-pentyn-3-ol